2-(dimethylamino)-N-(7-methoxy-4-(1-methyl-3-phenyl-1H-pyrazol-4-yl)quinazolin-6-yl)propenamide CN(C(C(=O)NC=1C=C2C(=NC=NC2=CC1OC)C=1C(=NN(C1)C)C1=CC=CC=C1)=C)C